3-cyclopropyl-5-[(2-fluoro-2-methyl-propyl)sulfamoyl]-6,7,8,9-tetrahydrobenzo[g]Isoquinoline-7-Formic acid C1(CC1)C=1N=CC2=CC3=C(C(=C2C1)S(NCC(C)(C)F)(=O)=O)CC(CC3)C(=O)O